ClC1=NC=2N[C@H](C(NC2C=N1)=O)CC#C (7S)-2-chloro-7-(prop-2-yn-1-yl)-7,8-dihydropteridin-6(5H)-one